N-{2-chloro-4-[(6,7-dimethoxy-4-quinolyl)oxy]-phenyl}-N'-(5-methyl-3-isoxazolyl)urea monohydrochloric acid salt monohydrate O.Cl.ClC1=C(C=CC(=C1)OC1=CC=NC2=CC(=C(C=C12)OC)OC)NC(=O)NC1=NOC(=C1)C